(3aS,5S,6aR)-3a-hydroxy-5-phenoxyhexahydrocyclopenta[c]pyrrol O[C@@]12[C@@H](CNC1)C[C@@H](C2)OC2=CC=CC=C2